N-[[4-[5-(difluoromethyl)-1,3,4-oxadiazol-2-yl]-2-fluoro-phenyl]methyl]-4-(methylsulfonylimino)-N-phenyl-piperidine-1-carboxamide FC(C1=NN=C(O1)C1=CC(=C(C=C1)CN(C(=O)N1CCC(CC1)=NS(=O)(=O)C)C1=CC=CC=C1)F)F